(2-ethoxy-2-oxo-ethyl) 1-[2-chloro-5-(3,5-dimethyl-2,6-dioxo-4-thioxo-1,3,5-triazinan-1-yl)-4-fluoro-phenoxy]-cyclopropanecarboxylate ClC1=C(OC2(CC2)C(=O)OCC(=O)OCC)C=C(C(=C1)F)N1C(N(C(N(C1=O)C)=S)C)=O